C(C#C)OCCOCCCC(=O)N 2-(2-(2-(prop-2-ynyloxy)ethoxy)ethyl)acetamide